1-chloro-1,2,2,2-tetra-fluoroethane ClC(C(F)(F)F)F